C(C)(C)C1=CN=C2N1N=C(C=C2NC2CCN(CC2)C(=O)O[C@@H]2CN(CC2)C(=O)OC(C)(C)C)C (S)-1-(tert-butoxycarbonyl)pyrrolidin-3-yl 4-((3-isopropyl-6-methylimidazo[1,2-b]pyridazin-8-yl)amino)piperidine-1-carboxylate